(1-naphthyl)-ethylenediamine dichloride [Cl-].[Cl-].C1(=CC=CC2=CC=CC=C12)NCCN